4-Amino-7-cyclopropyloxy-1-(6-methylpyridin-3-yl)-2-oxo-1,2-dihydro-1,8-naphthyridine-3-carboxylic acid methyl ester COC(=O)C=1C(N(C2=NC(=CC=C2C1N)OC1CC1)C=1C=NC(=CC1)C)=O